N-(2-chloroethyl)pyrrole hydrochloride Cl.ClCCN1C=CC=C1